(acetonitrile) hexafluoroantimonate F[Sb-](F)(F)(F)(F)F.C(C)#N